N-(4-chloro-2-(hydroxy(pyridin-2-yl)methyl)phenyl)pivalamide ClC1=CC(=C(C=C1)NC(C(C)(C)C)=O)C(C1=NC=CC=C1)O